C1(=CC=CC=C1)[AsH2]=O Phenyl-arsine oxide